CC1=C(C(=O)NC2=C(C=C(C=C2)S(N[C@@H](C)C2CCNCC2)(=O)=O)C)C=CC=C1 (S)-2-methyl-N-(2-methyl-4-(N-(1-(piperidin-4-yl)ethyl)sulfamoyl)phenyl)benzamide